CN1C=NC2=C1C=C(C=C2)C=O 1-METHYL-1H-BENZO[D]IMIDAZOLE-6-CARBALDEHYDE